(Z)-N-(2-(5-(3,4-dichlorophenyl)furan-2-yl)ethyl)-3-(1-(hydroxyimino)-ethyl)-1H-pyrazole-5-carboxamide ClC=1C=C(C=CC1Cl)C1=CC=C(O1)CCNC(=O)C1=CC(=NN1)\C(\C)=N/O